N-[6-[4-[tert-butyl(dimethyl)silyl]oxy-1-piperidyl]-2-(4-formylcyclohexyl)indazol-5-yl]-6-(trifluoromethyl)pyridine-2-carboxamide [Si](C)(C)(C(C)(C)C)OC1CCN(CC1)C=1C(=CC2=CN(N=C2C1)C1CCC(CC1)C=O)NC(=O)C1=NC(=CC=C1)C(F)(F)F